C(C(C)C)OC1=NN(C=2C3=C(C(C(C12)=O)=O)C=CC=C3)C3=CC=CC=C3 3-isobutoxy-1-phenyl-1H-benzo[g]indazole-4,5-dione